(R)-1-(2-((tert-butoxycarbonyl)amino)-4-((methylsulfonyl)oxy)butyl)-2-methylhydrazine-1,2-dicarboxylic acid 1-((9H-fluoren-9-yl) methyl) 2-benzyl ester C(C1=CC=CC=C1)OC(=O)N(N(C(=O)OCC1C2=CC=CC=C2C=2C=CC=CC12)C[C@@H](CCOS(=O)(=O)C)NC(=O)OC(C)(C)C)C